1-isopropyl-3-(((tetrahydro-2H-pyran-2-yl)oxy)methyl)indoline-5-carbonitrile C(C)(C)N1CC(C2=CC(=CC=C12)C#N)COC1OCCCC1